NC=1N=C(SC1C(C1=CC=CC=C1)=O)N(C1=C(C=C(C=C1)Cl)F)C(C(=O)N)C (N-(4-amino-5-benzoyl-thiazol-2-yl)-4-chloro-2-fluoro-anilino)propanamide